C(C)OC(=O)C=1N(C=C(N1)NC(=O)C=1N(C=C(C1)NC(=O)OC(C)(C)C)C)C.FC(C(=O)C1=CC=C(C=C1)F)(F)F 2,2,2-trifluoro-1-(4-fluorophenyl)ethanone ethyl-4-[4-[(tert-butoxycarbonyl)amino]-1-methylpyrrole-2-amido]-1-methylimidazole-2-carboxylate